N-(1-amino-3-bicyclo[1.1.1]pentanyl)-2-(4-chlorophenoxy)acetamide HCl salt Cl.NC12CC(C1)(C2)NC(COC2=CC=C(C=C2)Cl)=O